di(aziridin-1-yl)phosphinic acid 6-((2-cyclopropyl-3-oxoisoindolin-5-yl) oxy)-5-nitro-2,3-dihydro-1H-inden-1-yl ester C1(CC1)N1CC2=CC=C(C=C2C1=O)OC1=C(C=C2CCC(C2=C1)OP(=O)(N1CC1)N1CC1)[N+](=O)[O-]